(S)-2-amino-3-(4-(4-(8-chloro-5,6-dihydro-11H-benzo[5,6]cyclohepta[1,2-b]pyridin-11-ylidene)piperidin-1-yl)phenyl)propionic acid dihydrochloride Cl.Cl.N[C@H](C(=O)O)CC1=CC=C(C=C1)N1CCC(CC1)=C1C2=C(CCC=3C1=NC=CC3)C=C(C=C2)Cl